C=1(C(=CC=CC1)S(=O)(=O)[O-])C=CC1=CC=CC=C1 stilbene-2-sulfonate